FC=1C=C(C#N)C=C(C1)N1CC2(CC2C1)C#CC=1N=C(SC1)C 3-fluoro-5-(1-((2-methylthiazol-4-yl)ethynyl)-3-azabicyclo[3.1.0]hexan-3-yl)benzonitrile